dinonyl-phenyl-pentaerythritol diphosphite OP(O)OP(O)O.C(CCCCCCCC)C(C(C(O)(C1=CC=CC=C1)CCCCCCCCC)(CO)CO)O